(R)-3-(benzyloxy)-2-chloro-7-isopropyl-11-oxo-6,7-dihydro-11H-dipyrido[1,2-d:2',3'-f][1,4]oxazepine-10-carboxylic acid C(C1=CC=CC=C1)OC1=CC2=C(C=3N([C@@H](CO2)C(C)C)C=C(C(C3)=O)C(=O)O)N=C1Cl